CC(CC(=O)N1CCN(C2=CC=CC=C12)C(=O)N1CCNCC1)(C)C 3,3-dimethyl-1-(4-(piperazine-1-carbonyl)-3,4-dihydroquinoxalin-1(2H)-yl)butan-1-one